3-{3-[4-(1,4-Diazepan-1-yl)phenyl]-1,2-oxazol-5-yl}-5-fluoro-6-(2-methoxyethoxy)-1H-indazol N1(CCNCCC1)C1=CC=C(C=C1)C1=NOC(=C1)C1=NNC2=CC(=C(C=C12)F)OCCOC